methylene-p-amino-2-methyl-cinnamate C=C1C(C(C=CC(=O)[O-])=CC=C1N)C